FC1=C(C=CC(=C1)C(F)(F)F)COC1CN(C1)C(CCC1CCC(N1)=O)=O (-)-5-[3-[3-[[2-fluoro-4-(trifluoromethyl)phenyl]methoxy]azetidin-1-yl]-3-oxo-propyl]pyrrolidin-2-one